7-((2R,3R,4S,5R)-5-((R)-(4-chlorophenyl)(hydroxy)methyl)-3,4-dihydroxytetrahydrofuran-2-yl)-1,7-dihydro-4H-pyrrolo[2,3-d]pyrimidin-4-one ClC1=CC=C(C=C1)[C@H]([C@@H]1[C@H]([C@H]([C@@H](O1)N1C=CC2=C1NC=NC2=O)O)O)O